5-ethenyl-2-benzofuran-1,3-dione C(=C)C1=CC2=C(C(OC2=O)=O)C=C1